(trans)-4-({5-[N-(2-cyclopropyl-4-iodo-5-methylphenyl)prop-2-enamido]-1-methylpyrazolo[4,3-b]pyridin-3-yl}oxy)cyclohexane-1-carboxylic acid C1(CC1)C1=C(C=C(C(=C1)I)C)N(C(C=C)=O)C1=CC=C2C(=N1)C(=NN2C)O[C@@H]2CC[C@H](CC2)C(=O)O